(S)-tert-butyl (1-((4-(4-cyanophenyl)thiazol-2-yl)amino)-4-(methylthio)-1-oxobutan-2-yl)carbamate C(#N)C1=CC=C(C=C1)C=1N=C(SC1)NC([C@H](CCSC)NC(OC(C)(C)C)=O)=O